C1=C(C=CC=2SC3=CC=CC=C3NC12)C(C)S(=O)(=O)N1CC(CCC1)CNC(OC(C)(C)C)=O t-butyl ((1-((1-(10H-phenothiazin-2-yl)ethyl)sulfonyl)piperidin-3-yl)methyl)carbamate